(S)-2-((((9H-fluoren-9-yl)methoxy)carbonyl)amino)-4-((tert-butoxycarbonyl)amino)butanoic acid C1=CC=CC=2C3=CC=CC=C3C(C12)COC(=O)N[C@H](C(=O)O)CCNC(=O)OC(C)(C)C